C1=CC=CC=2C3=CC=CC=C3C(C12)COC(=O)N[C@@H](C(=O)NCC(=O)O)CC1=CC=CC=C1 2-[(2R)-2-({[(9H-fluoren-9-yl)methoxy]carbonyl}amino)-3-phenylpropanamido]acetic acid